(4-(3,3-difluoro-1-hydroxycyclobutyl)phenyl)(4-(4-(trifluoromethyl)phenoxy)piperidin-1-yl)methanone FC1(CC(C1)(O)C1=CC=C(C=C1)C(=O)N1CCC(CC1)OC1=CC=C(C=C1)C(F)(F)F)F